ClC=1C(=NC(=NC1)NC1CCOCC1)C1=CC=C2CN(C(C2=C1)=O)CC(=O)NC(CC(F)F)C1=CC=CC=C1 2-(6-{5-chloro-2-[(oxacyclohex-4-yl)amino]pyrimidin-4-yl}-1-oxo-2,3-dihydro-1H-isoindol-2-yl)-N-(3,3-difluoro-1-phenylpropyl)acetamide